C(C)C(C(=O)SCCC[Si](OCC)(OCC)OCC)CCCC 3-(2-ethylhexanoylthio)-1-propyltriethoxysilane